FC=1C(=NC=CC1)SC=1C=2N(C=C(C1)C=1N=NN(C1)[C@@H]1CNCC1)N=CC2C#N (S)-4-((3-fluoropyridin-2-yl)thio)-6-(1-(pyrrolidin-3-yl)-1H-1,2,3-triazol-4-yl)pyrazolo[1,5-a]pyridine-3-carbonitrile